2-((1r,4r)-4-(benzyloxy)cyclohexyl)acetic acid ethyl ester C(C)OC(CC1CCC(CC1)OCC1=CC=CC=C1)=O